OC1[C@H](O)[C@@H](O)[C@@H](O)[C@@H](O1)C 6-Deoxy-L-altropyranose